C(C)(C)(C)OC(=O)N1CC(N(CC1)C(NC=1SC(=C(N1)C1=CC(=CC=C1)C#N)C1=CC(=NC(=C1)C)C)=O)CC1CC1 4-[[4-(3-cyanophenyl)-5-(2,6-dimethyl-4-pyridinyl)thiazol-2-yl]carbamoyl]-3-(cyclopropylmethyl)piperazine-1-carboxylic acid tert-butyl ester